hexadecyloxypropyl-9-R-[2-(phosphonomethoxy)propyl]-adenine C(CCCCCCCCCCCCCCC)OCCCC1=NC(=C2N=CN(C2=N1)C[C@@H](C)OCP(=O)(O)O)N